Bromo(methyl)magnesium Br[Mg]C